FC1=CC(=C(C(=O)O)C=C1)C1=NC(=NO1)C 4-fluoro-2-(3-methyl-1,2,4-Oxadiazol-5-yl)benzoic acid